CC1(C2C(N(C(C12)=O)CC1=CC2=NC=CC(=C2S1)C1=CC(=NC(=C1C(=O)N1C[C@H](CC1)O)C)C#N)=O)C 4-(2-((6,6-dimethyl-2,4-dioxo-3-azabicyclo[3.1.0]hexan-3-yl)methyl)thieno[3,2-b]pyridin-7-yl)-5-((S)-3-hydroxypyrrolidine-1-carbonyl)-6-methylpicolinonitrile